tert-butyl 5-(5-((S)-1-(tert-butoxycarbonyl) pyrrolidin-2-yl)-2-((S)-tetrahydrofuran-3-carbonyl)-1,2,3,4-tetrahydroisoquinolin-7-yl)-3-methyl-1H-pyrrolo[2,3-b]pyridine-1-carboxylate C(C)(C)(C)OC(=O)N1[C@@H](CCC1)C1=C2CCN(CC2=CC(=C1)C=1C=C2C(=NC1)N(C=C2C)C(=O)OC(C)(C)C)C(=O)[C@@H]2COCC2